2-(methylamino)-1-phenyl-1-ethanone CNCC(=O)C1=CC=CC=C1